ClC1=C(C=C(C=C1)C1=CC(=C(C(=C1)C(C)C)CC(=O)NS(=O)(=O)C1=CC=C(C=C1)CN(C)C)C(C)C)C 2-[4-(4-chloro-3-methylphenyl)-2,6-bis(propan-2-yl)phenyl]-N-{4-[(dimethylamino)methyl]benzene-sulfonyl}acetamide